N1CC(CCC1)NC1=NC=C(C(=N1)OC1=C(C=CC=C1)S(=O)(=O)N)C(F)(F)F 2-({2-[(piperidin-3-yl)amino]-5-(trifluoromethyl)pyrimidin-4-yl}oxy)benzene-1-sulfonamide